C[C@H]1OC[C@@H]1N1C(=CC2=C1N=C(N=C2)NC=2C(=NN(C2)C)OC2COC2)C#N 7-[(2R,3S)-2-methyloxetan-3-yl]-2-[[1-methyl-3-(oxetan-3-yloxy)pyrazol-4-yl]amino]pyrrolo[2,3-d]pyrimidine-6-carbonitrile